2-(6-oxo-2-phenyl-5-(5-phenyl-1-((2-(trimethylsilyl)ethoxy)methyl)-1H-1,2,4-triazole-3-carboxamido)pyrimidin-1(6H)-yl)acetic acid O=C1C(=CN=C(N1CC(=O)O)C1=CC=CC=C1)NC(=O)C1=NN(C(=N1)C1=CC=CC=C1)COCC[Si](C)(C)C